C1(SCN2N1CCCC2)=O tetrahydro-[1,3,4]thiadiazolo[3,4-a]pyridazin-1(3H)-one